FC(C(=O)O)(F)F.ClC=1C(=C(C=CC1)C1(CN(C(C2=CN=CC(=C12)F)=O)C1=NC=CC=C1)C)F 4-(3-chloro-2-fluorophenyl)-5-fluoro-4-methyl-2-(pyridin-2-yl)-3,4-dihydro-2,7-naphthyridin-1(2H)-one, trifluoroacetic acid salt